C(CCCCCC)=O Heptaldehyd